N1(CCOCC1)[C@H](C(=O)O)C (S)-2-(morpholin-4-yl)propionic acid